(R)-N-((R)-8-(8-(2,3-dichlorophenyl)-7-methylimidazo[1,2-c]pyrimidin-5-yl)-8-azaspiro[4.5]decan-1-yl)-2-methylpropane-2-sulfonamide ClC1=C(C=CC=C1Cl)C=1C=2N(C(=NC1C)N1CCC3(CCC[C@H]3NS(=O)(=O)C(C)(C)C)CC1)C=CN2